OC[C@H]1CN(CC1)C(=O)OCC1=CC=CC=C1 benzyl (R)-3-(hydroxymethyl)pyrrolidine-1-carboxylate